[Si](C)(C)(C(C)(C)C)O[C@H]1C[C@](N(C1)C(=O)OC(C)(C)C)(C(=O)OC)CCCCl 1-(tert-butyl) 2-methyl (2S,4S)-4-((tert-butyldimethylsilyl)oxy)-2-(3-chloropropyl)pyrrolidine-1,2-dicarboxylate